2,6-dimethoxy-4-(5-pyrimidin-5-ylbenzimidazol-1-yl)-N-(2,2,2-trifluoroethyl)benzamide COC1=C(C(=O)NCC(F)(F)F)C(=CC(=C1)N1C=NC2=C1C=CC(=C2)C=2C=NC=NC2)OC